FC([C@H](C1COC1)CC(=O)NC=1N=C2N(CCOC3=C2C=CC(=C3)N[C@H](C(=O)N)C)C1)F (S)-2-((2-(N-((S)-2,2-difluoro-1-(oxetan-3-yl)ethyl)acetylamino)-5,6-dihydrobenzo[f]imidazo[1,2-d][1,4]oxazepin-9-yl)amino)propanamide